1-((1H-indol-5-yl)sulfonyl)-N-(3-chloro-4-fluorophenyl)-1H-pyrazole-3-carboxamide N1C=CC2=CC(=CC=C12)S(=O)(=O)N1N=C(C=C1)C(=O)NC1=CC(=C(C=C1)F)Cl